N-(2-chloro-3-(3-chloro-2-(3-methoxy-4-((((5-oxopyrrolidin-2-yl)methyl)amino)methyl)phenyl)pyridin-4-yl)phenyl)-1-methyl-4,5,6,7-tetrahydro-1H-imidazo[4,5-c]pyridine-2-carboxamide ClC1=C(C=CC=C1C1=C(C(=NC=C1)C1=CC(=C(C=C1)CNCC1NC(CC1)=O)OC)Cl)NC(=O)C=1N(C2=C(CNCC2)N1)C